CC1=CC(=NN1C1=CC=C(C=C1)OC(F)(F)F)OC1CCC2(CN(C2)C2CCOCC2)CC1 7-[5-methyl-1-[4-(trifluoromethoxy)phenyl]pyrazol-3-yl]oxy-2-tetrahydropyran-4-yl-2-azaspiro[3.5]nonane